1-amino-3-phenyl-4-(pyridin-3-yl)-1H-pyrrole-2-carboxylic acid ethyl ester C(C)OC(=O)C=1N(C=C(C1C1=CC=CC=C1)C=1C=NC=CC1)N